(5R)-oxo-(3S)-Z-propenyl pyrrolidine-1-carboxylate N1(CCCC1)C(=O)O\C=C/C=O